BrC1=CC(=C(OC2C(CCC2)O)C=C1)F 2-(4-bromo-2-fluorophenoxy)cyclopentanol